Cis-(4aS,9bS)-7-chloro-6-fluoro-1,2,3,4,4a,9b-hexahydrobenzofuro[3,2-b]pyridine hydrochloride Cl.ClC1=C(C2=C(C=C1)[C@@H]1NCCC[C@@H]1O2)F